3'-{(2Z)-2-[1-(3,4-dimethylphenyl)-3-methyl-5-oxo-1,5-dihydro-4H-pyrazol-4-ylidene]hydrazino}-2'-hydroxy-3-biphenylcarboxylic acid CC=1C=C(C=CC1C)N1N=C(/C(/C1=O)=N/NC=1C(=C(C=CC1)C1=CC(=CC=C1)C(=O)O)O)C